2-chloro-N-(5-(2-methylthiazol-5-yl)-2-((oxetan-2-ylmethyl)amino)phenyl)acetamide ClCC(=O)NC1=C(C=CC(=C1)C1=CN=C(S1)C)NCC1OCC1